ClC1=CC=C2C=CNC2=C1C1=CC=CC=C1 6-chloro-7-phenyl-1H-indole